FC(C(=O)O)(F)F.O=C1NC(CCC1NC1=CC=C(C=C1)C1CCN(CC1)CC(=O)O)=O 2-[4-[4-[(2,6-dioxo-3-piperidinyl)amino]phenyl]-1-piperidinyl]acetic acid trifluoroacetate